1-(3-hydroxy-3-(4-(trifluoromethyl)styryl)pyrrolidin-1-yl)prop-2-en-1-one OC1(CN(CC1)C(C=C)=O)C=CC1=CC=C(C=C1)C(F)(F)F